N-[1-[(6S)-6-[1-ethyl-1H-pyrrolo[2,3-b]pyridin-5-amido]-5,6,7,8-tetrahydroquinolin-2-yl]-4-(methoxymethyl)pyrrolidin-3-yl]carbamic acid tert-butyl ester C(C)(C)(C)OC(NC1CN(CC1COC)C1=NC=2CC[C@@H](CC2C=C1)NC(=O)C=1C=C2C(=NC1)N(C=C2)CC)=O